ON(C(C1=NC=C(C=C1C)NC=1OC(=CN1)C1=CC=C(C=C1)C(F)(F)F)=O)C N-hydroxy-N,3-dimethyl-5-((5-(4-(trifluoromethyl)phenyl)oxazol-2-yl)amino)picolinamide